(S)-4-((2-cyano-4-fluorophenyl)thio)-6-(2-(piperidin-3-yl)-2H-1,2,3-triazol-4-yl)pyrazolo[1,5-a]pyridine-3-carbonitrile C(#N)C1=C(C=CC(=C1)F)SC=1C=2N(C=C(C1)C1=NN(N=C1)[C@@H]1CNCCC1)N=CC2C#N